NC=1N=NC(=CC1C=1C=NN(C1)C1CCN(CC1)C1CCC(CC1)N1CCN(C2=CC=CC=C12)[C@@H]1C(NC(CC1)=O)=O)C1=C(C=CC=C1)O (3S)-3-[4-[4-[4-[4-[3-amino-6-(2-hydroxyphenyl)pyridazin-4-yl]pyrazol-1-yl]-1-piperidyl]cyclohexyl]-2,3-dihydroquinoxalin-1-yl]piperidine-2,6-dione